CC=1C(=C(C=CC1OC)CCCC1=C(C=C(C=C1)O)O)OC 1-(3-methyl-2,4-dimethoxyphenyl)-3-(2',4'-dihydroxyphenyl)-propane